meta-diphenylmethylene diacrylate C(C=C)(=O)OC(C1=CC=CC=C1)(C1=CC=CC=C1)OC(C=C)=O